3-(1-oxo-5-(6-(piperidin-1-ylmethyl)imidazo[1,2-a]pyridin-8-yl)isoindolin-2-yl)piperidine-2,6-dione O=C1N(CC2=CC(=CC=C12)C=1C=2N(C=C(C1)CN1CCCCC1)C=CN2)C2C(NC(CC2)=O)=O